ClC1=C(COC2=C(SC=C2)C(=O)NC=2C=NC=CC2)C(=CC=C1)OCCC 3-(2-chloro-6-n-propoxybenzyloxy)-N-(pyridin-3-yl)thiophene-2-carboxamide